C(C)NC(C(CCC(C(=O)N)NC(=O)C1=NSN=C1)=O)=O N6-ethyl-5-oxo-2-(1,2,5-thiadiazole-3-carboxamido)hexanediamide